N-(4-(6-bromopyrrolo[2,1-f][1,2,4]triazin-4-yl)-2-(trifluoromethyl)benzyl)-1-(tert-butyl)-1H-pyrazole-4-carboxamide BrC=1C=C2C(=NC=NN2C1)C1=CC(=C(CNC(=O)C=2C=NN(C2)C(C)(C)C)C=C1)C(F)(F)F